5,11-dioxo-5,6-dihydro-11H-indeno[1,2-c]isochinoline O=C1NC2=C(C3=CC=CC=C13)C(C=1C=CC=CC12)=O